C[C@@H]1CN(C[C@@H](N1)C)C1=CN=C(C2=NC=CN=C21)C(=O)NC=2C=C(C=1N(C2)C=C(N1)C)F 8-((3R,5S)-3,5-dimethylpiperazin-1-yl)-N-(8-fluoro-2-methylimidazo[1,2-a]pyridin-6-yl)pyrido[3,4-b]pyrazine-5-carboxamide